NC=1C2=C(N=CN1)N(C=C2C=2C=C(CNS(=O)(=O)CC1=CC=CC=C1)C=CC2)[C@@H]2C[C@@H](C2)CN2CCC2 N-(3-(4-amino-7-(cis-3-(azetidin-1-ylmethyl)cyclobutyl)-7H-pyrrolo[2,3-d]pyrimidin-5-yl)benzyl)-1-phenylmethanesulfonamide